N-(4-([1,2,4]triazolo[1,5-c]pyrimidin-7-yloxy)-3-methylphenyl)-7-methoxy-5-((1-methylpiperidin-4-yl)oxy)quinazolin-4-amine N=1C=NN2C=NC(=CC21)OC2=C(C=C(C=C2)NC2=NC=NC1=CC(=CC(=C21)OC2CCN(CC2)C)OC)C